3-Methyl-9H-carbazole-9-carboxaldehyde CC=1C=CC=2N(C3=CC=CC=C3C2C1)C=O